BrC=1C=CC=C2C(=NN=C(C12)C(NC(=O)[C@@H]1[C@H]2C([C@H]2CN1C([C@H](C(C)(C)C)NC(C(F)(F)F)=O)=O)(C)C)C#N)[2H] (1R,2S,5S)-N-[(8-bromo-4-deuterio-phthalazin-1-yl)-cyano-methyl]-3-[(2S)-3,3-dimethyl-2-[(2,2,2-trifluoroacetyl)amino]butanoyl]-6,6-dimethyl-3-azabicyclo[3.1.0]hexane-2-carboxamide